OC=1C(=NC(=CC1)C=1C=NN(C1)CCC(C)C)N1CC(NS1(=O)=O)=O 5-(3-hydroxy-6-(1-isopentyl-1H-pyrazol-4-yl)pyridin-2-yl)-1,2,5-thiadiazolidin-3-one 1,1-dioxide